tert-Butyl 4-(4-(5-bromo-3-(2,5-dimethyl-1H-pyrrol-1-yl)-1H-pyrazol-1-yl)phenyl)piperazine-1-carboxylate BrC1=CC(=NN1C1=CC=C(C=C1)N1CCN(CC1)C(=O)OC(C)(C)C)N1C(=CC=C1C)C